ClC=1C(=NC(=NC1Cl)N)NC 5,6-dichloro-N4-Methyl-pyrimidine-2,4-diamine